ClC1=C(C=CC=C1)C(C(=O)NN)C1NC(C(C1=O)=C(C)NNC1=CC=C(C=C1)C)=O (2-chlorophenyl)-2-(4-(1-(2-(4-methylphenyl)hydrazino)ethylidene)-3,5-dioxopyrrolidin-2-yl)acetohydrazide